(Oxapent-3-yl)methanesulfonyl chloride OCC(CC)CS(=O)(=O)Cl